5-(8-((1R,2R)-2-(2,3,4-trifluorophenyl)cyclopropyl)imidazo[1,2-b]pyridazin-6-yl)pyrimidine-2,4(1H,3H)-dione FC1=C(C=CC(=C1F)F)[C@H]1[C@@H](C1)C=1C=2N(N=C(C1)C=1C(NC(NC1)=O)=O)C=CN2